1-(2,2-Dimethylpropyl)-7-(2-fluorophenyl)-4-(4-(2-propenoyl)-1-piperazinyl)-1,8-naphthyridin-2(1H)-one CC(CN1C(C=C(C2=CC=C(N=C12)C1=C(C=CC=C1)F)N1CCN(CC1)C(C=C)=O)=O)(C)C